ClC1=C(C=CC=C1)N(C(CN(C)CC1=NC(=C2C(=N1)N(N=C2)C2=CC(=CC=C2)OC)O)=O)C N-(2-chlorophenyl)-2-(((4-hydroxy-1-(3-methoxyphenyl)-1H-pyrazolo[3,4-d]pyrimidin-6-yl)methyl)(methyl)amino)-N-methylacetamide